ClC=1C=C(C(N(C1)C)=O)C(CC#CC#CC=1C=CNC1)C1=C(C=CC(=C1)F)F 4-(6-(5-Chloro-1-methyl-2-oxo-1,2-dihydropyridin-3-yl)-6-(2,5-difluorophenyl)hex-1,3-diyn-1-yl)-1H-pyrrole